4-[2-[2-bromo-6-(methoxymethoxy)phenyl]ethynyl]tetrahydro-pyran BrC1=C(C(=CC=C1)OCOC)C#CC1CCOCC1